ClC1=C2C(N(C=NC2=CC=C1)CC(C)=O)=O 5-chloro-3-(2-oxopropyl)quinazolin-4(3H)-one